C(C)OC=1C=C(C=CC1)NCC(CC1=NNC(N1)=O)O 3-[3-(3-ethoxyphenylamino)-2-hydroxypropyl]-1H-1,2,4-triazol-5(4H)-one